2-(4-aminophenyl)-6-methylbenzothiazole NC1=CC=C(C=C1)C=1SC2=C(N1)C=CC(=C2)C